C(C=C)(=O)OCCCS(=O)(=O)O 3-(acryloyloxy)propanesulfonic acid